2-(diethoxyphosphoryl)-2-methyl-3,4-dihydro-2H-pyrrole 1-oxide C(C)OP(=O)(OCC)C1([N+](=CCC1)[O-])C